3-[2-amino-2-(6-methoxy-1,3-benzothiazol-2-yl)ethyl]benzonitrile hydrochloride Cl.NC(CC=1C=C(C#N)C=CC1)C=1SC2=C(N1)C=CC(=C2)OC